ClC=1C=CC=C2C(=NC(=NC12)C1=CC=C(OCCO[C@H]2C[C@H](C2)C(=O)OCC)C=C1)C cis-Ethyl 3-[2-[4-(8-chloro-4-methyl-quinazolin-2-yl)phenoxy]ethoxy]cyclobutanecarboxylate